8-(4-(benzyloxy)phenyl)-7-methyl-3,7-dihydro-1H-purine-2,6-dione C(C1=CC=CC=C1)OC1=CC=C(C=C1)C1=NC=2NC(NC(C2N1C)=O)=O